rac-(1S,3S,4S)-1-amino-3-(aminomethyl)-4-(2-boronoethyl)cyclopentane-1-carboxylic acid dihydrochloride Cl.Cl.N[C@@]1(C[C@@H]([C@H](C1)CCB(O)O)CN)C(=O)O |r|